FC(C(=O)O)(F)F.NC=1C2=C(N=CN1)N(C1=C2C=2C(C(CC1)O)=C(ON2)C2CC2)C2CC(C2)CO 11-Amino-3-cyclopropyl-7-((1s,3s)-3-(hydroxymethyl)cyclobutyl)-4,5,6,7-tetrahydroisoxazolo[4'',3'':6',7']cyclohepta[1',2':4,5]pyrrolo[2,3-d]pyrimidin-4-ol 2,2,2-trifluoroacetate